C(C1=CC=CC=C1)OC(=O)N1CCN(CC1)CC1CCN(CC1)C1CCN(CC1)CC(=O)OC(C)(C)C 4-((1'-(2-(tert-butoxy)-2-oxoethyl)-[1,4'-bipiperidin]-4-yl)methyl)piperazine-1-carboxylic acid benzyl ester